FC=1C=C2C(=CNC2=CC1)C1(NC2=CC=CC=C2C1=O)C1=CC=CC=C1 2-(5-fluoro-1H-indol-3-yl)-2-phenyl-indol-3-one